ONC(C1=CC=C(C=C1)NC(CC1=CNC2=CC=C(C=C12)C1=C(C=CC=C1)OC)=O)=O N-hydroxy-4-(2-(5-(2-methoxyphenyl)-1H-indol-3-yl)acetamido)benzamide